bis(diphenylphosphino)-9,9-dimethylxanthene C1(=CC=CC=C1)P(C1=CC=CC=C1)C1=C(C=2C(C3=CC=CC=C3OC2C=C1)(C)C)P(C1=CC=CC=C1)C1=CC=CC=C1